CN1N=CC(=C1)C1=NC=2C(=NC=CC2C=2C=CC3=C(CCCCC3NC(=O)C3=NOC(=N3)C3(CC3)C)C2)N1 5-(1-Methyl-cyclopropyl)-[1,2,4]oxadiazole-3-carboxylic acid {2-[2-(1-methyl-1H-pyrazol-4-yl)-3H-imidazo[4,5-b]pyridin-7-yl]-6,7,8,9-tetrahydro-5H-benzocyclohepten-5-yl}-amide